FC1=C(C(=C(C(=C1)\C=C\C1=CC=CC=C1)F)OC)C(C)C (E)-1,4-difluoro-2-isopropyl-3-methoxy-5-phenylvinylbenzene